4,8-Dichloro-6,11-dimethyl-5,6-dihydropyrimido[4,5-b][1]benzazepine ClC1=NC=NC=2N(C3=C(C(CC21)C)C=C(C=C3)Cl)C